Cl.Cl.N1C[C@@H](CCC1)N (R)-piperidin-3-amine dihydrochloride